CN(C1=CC=C(C(C2=CCC(C=C2)(N(C)C)N(C)C)(C2=CC=CC=C2)O)C=C1)C 4,4'-bis(dimethylamino)-4'-(dimethylamino)Trityl Alcohol